C1(CCCC1)C[C@]1(CN(CCC1)C1=CC(=C(C(=C1)F)S(=O)(=O)N(C1=NC=NC=C1)CC1=C(C=C(C=C1)OC)OC)F)N(C)C (R)-4-(3-(Cyclopentylmethyl)-3-(dimethylamino)piperidin-1-yl)-N-(2,4-dimethoxybenzyl)-2,6-difluoro-N-(pyrimidin-4-yl)benzenesulfonamide